(7S)-3-[(3-chloro-2-methoxyphenyl)amino]-7-[(2R)-1,4-dioxan-2-ylmethyl]-2-(2-methylpyrimidin-4-yl)-1H,5H,6H,7H-pyrrolo[3,2-c]pyridin-4-one ClC=1C(=C(C=CC1)NC1=C(NC2=C1C(NC[C@@H]2C[C@H]2OCCOC2)=O)C2=NC(=NC=C2)C)OC